N-(4-fluoro-3-pyridinyl)benzamide FC1=C(C=NC=C1)NC(C1=CC=CC=C1)=O